((4-(pyrrolidin-1-yl)butanoyl)oxy)decanoic acid N1(CCCC1)CCCC(=O)OC(C(=O)O)CCCCCCCC